4-fluoro-6-({[(1s,3s)-3-methoxycyclobutyl]amino}methyl)-2,3-dihydroisoindol-1-one FC1=C2CNC(C2=CC(=C1)CNC1CC(C1)OC)=O